(S)-N-(5-(3-carbamoylphenyl)thiazol-2-yl)-1-cyanopyrrolidine-3-carboxamide C(N)(=O)C=1C=C(C=CC1)C1=CN=C(S1)NC(=O)[C@@H]1CN(CC1)C#N